(2R,3R,4R,5R)-4-hydroxy-5-(hydroxymethyl)-3-(methoxy-d3)tetrahydrofuran O[C@@H]1[C@@H](CO[C@@H]1CO)OC([2H])([2H])[2H]